N1C=C(C2=CC=CC=C12)CCC(=O)NC(C(N1CCCC1)=O)C(C)C 3-(1H-indol-3-yl)-N-(3-methyl-1-oxo-1-(pyrrolidin-1-yl)butan-2-yl)propionamide